N-(4-(benzyloxy)phenyl)-2-(4-(3-methoxybenzyl)piperazin-1-yl)oxazole-4-carboxamide C(C1=CC=CC=C1)OC1=CC=C(C=C1)NC(=O)C=1N=C(OC1)N1CCN(CC1)CC1=CC(=CC=C1)OC